benzyl 2-(benzyloxy)-4-(N-(4-cyclohexylbenzyl)-1-((perfluorophenyl)sulfonyl)azetidine-3-carboxamido)benzoate C(C1=CC=CC=C1)OC1=C(C(=O)OCC2=CC=CC=C2)C=CC(=C1)N(C(=O)C1CN(C1)S(=O)(=O)C1=C(C(=C(C(=C1F)F)F)F)F)CC1=CC=C(C=C1)C1CCCCC1